C1CCC2=C(C=CC=C12)N1N=C(C2=NC=C(C=C21)OC)C=2C=NN(C2)C2CNCC2 (2,3-dihydro-1H-inden-4-yl)-6-methoxy-3-(1-(pyrrolidin-3-yl)-1H-pyrazol-4-yl)-1H-pyrazolo[4,3-b]pyridine